BrC1=CC=C2C3(CC=4C(=NOC4C2=C1)NS(=O)(=O)C1=CC(=NC=C1)O)CC3 N-(8'-bromo-4'H-spiro[cyclopropane-1,5'-naphtho[2,1-d]isoxazol]-3'-yl)-2-hydroxypyridine-4-sulfonamide